vinylyl ether C(=C)=O